Cl.CC(CC)(N)C dimethylpropan-1-amine hydrochloride